FC=1C(NC(N(C1)[C@H]1[C@@H]([C@@H]([C@H]2C[C@@H](CC=C12)O)O)O)=O)=O 5-fluoro-1-((1R,2S,3R,3aS,5R)-2,3,5-trihydroxy-2,3,3a,4,5,6-hexahydro-1H-inden-1-yl)pyrimidine-2,4(1H,3H)-dione